icosyl-naphthalene C(CCCCCCCCCCCCCCCCCCC)C1=CC=CC2=CC=CC=C12